ClC1=C2N=C(N(C2=NC=N1)C1=CC=CC2=CC=CC=C12)C 6-chloro-8-methyl-9-(naphthalene-1-yl)-9H-purine